C(C1=CC=CC=C1)OC(=O)N(C1C[C@H]2CC[C@@H](C1)N2C(=O)OC(C)(C)C)CC tert-butyl (1R,3s,5S)-3-(((benzyloxy) carbonyl) (ethyl) amino)-8-azabicyclo[3.2.1]octane-8-carboxylate